C1(=CC=CC=C1)NC1=CC=C(C=C1)NCCCCCCCC N-phenyl-N'-octyl-p-phenylenediamine